(11R)-6-(2,6-Dimethylphenyl)-11-isobutyl-2,2-dioxo-12-spiro[2.3]hexan-5-yl-9-oxa-2λ6-thia-3,5,12,16,18,19-hexazatricyclo[12.3.1.14,8]nonadeca-1(18),4(19),5,7,14,16-hexaen-13-one CC1=C(C(=CC=C1)C)C1=NC=2NS(C=3C=NC=C(C(N([C@@H](COC(=C1)N2)CC(C)C)C2CC1(CC1)C2)=O)N3)(=O)=O